CN1C(C=2N=CN([C@H]3[C@H](O)[C@H](O)[C@@H](CO)O3)C2N=C1)=O N1-methyl-inosine